ClC=1C=C(C=CC1)NCC(=O)N1[C@H]2CC([C@@H]([C@@H]1C(=O)N[C@H](C[C@@H]1C(NCC1)=O)\C=C(/S(=O)(=O)C)\F)CC2)(F)F (1R,3R,4R)-2-((3-chlorophenyl)glycyl)-5,5-difluoro-N-((R,Z)-4-fluoro-4-(methylsulfonyl)-1-((R)-2-oxopyrrolidin-3-yl)but-3-en-2-yl)-2-azabicyclo[2.2.2]octane-3-carboxamide